(S*)-6-(3-(Difluoromethyl)-4-fluorophenyl)-1-((ethylsulfinyl)methyl)-1H-pyrazolo[4,3-b]pyridine oxetan-3-yl-((4-nitrophenoxy)(phenoxy)phosphoryl)-L-alaninate O1CC(C1)N([C@@H](C)C(=O)O)P(=O)(OC1=CC=CC=C1)OC1=CC=C(C=C1)[N+](=O)[O-].FC(C=1C=C(C=CC1F)C=1C=C2C(=NC1)C=NN2C[S@@](=O)CC)F |o1:48|